dimethyl-1,3-propandiol CC(CO)(CO)C